3-amino-7-bromo-5H-pyrrolo[2,3-b]pyrazine-2-formate NC1=C(N=C2C(=N1)NC=C2Br)C(=O)[O-]